2,5-di(trifluoromethyl)pyromellitic acid FC(C1(C(C(=O)O)=CC(C(=C1)C(=O)O)(C(=O)O)C(F)(F)F)C(=O)O)(F)F